ClC1=CC=C(C=C1)N1C2=NC(=NC(=C2N=C1C1=CC(=CC=C1)C#N)N1CCC(CC1)(C(=O)N)C)N1[C@@H](CCC1)CO 1-[9-(4-chlorophenyl)-8-(3-cyanophenyl)-2-[(2S)-2-(hydroxymethyl)pyrrolidin-1-yl]purin-6-yl]-4-methyl-piperidine-4-carboxamide